NCC1=CC=C(C=C1)NC(=O)C1=CC2=C(OCCC3=C2SC=C3)C=C1C=1C(=NC(=CC1)C(NC1CNC(C1)=O)=O)C(=O)O 3-(9-((4-(aminomethyl)phenyl)carbamoyl)-4,5-dihydrobenzo[b]thieno[2,3-d]oxepin-8-yl)-6-((5-oxopyrrolidin-3-yl)carbamoyl)picolinic acid